N1C(NC(C2=CC=CC=C12)=O)=O QUINAZOLINE-2,4(1H,3H)-DIONE